S1C(=CC=C1)C1=CC(=NO1)C(=O)NCCCCCN1CCN(CC1)C(=O)OC(C)(C)C tert-Butyl 4-(5-(5-(thiophen-2-yl)isoxazole-3-carboxamido)pentyl)piperazine-1-carboxylate